ClCC1=CC(=C(C=C1)CCCC(=O)OCC)NC(C(C)N1C=C(C2=CC=C(C=C12)C(NC)=O)C)=O Ethyl 4-[4-(chloromethyl)-2-{2-[3-methyl-6-(methylcarbamoyl)-1H-indol-1-yl]propanamido}phenyl]butanoate